4-hydroxy-N-{(1S)-3-hydroxy-1-[4-(4-methyl-1,3-thiazol-5-yl)phenyl]propyl}-L-prolinamide OC1C[C@H](NC1)C(=O)N[C@@H](CCO)C1=CC=C(C=C1)C1=C(N=CS1)C